(S)-N-((6aS,7R,9aS)-9a-((4-fluorophenyl)sulfonyl)-3-(perfluoropropan-2-yl)-6,6a,7,8,9,9a-hexahydro-5H-cyclopenta[f]quinolin-7-yl)-2-hydroxy-2-methyl-3-(methylsulfonyl)propanamide FC1=CC=C(C=C1)S(=O)(=O)[C@]12C=3C=CC(=NC3CC[C@H]1[C@@H](CC2)NC([C@](CS(=O)(=O)C)(C)O)=O)C(C(F)(F)F)(C(F)(F)F)F